C(C)(C)(C)OC(N(CCCC1OC1)C)=O Methyl-(3-(oxiran-2-yl)propyl)carbamic acid tert-butyl ester